(2Z,7aS)-2-ethylidenetetrahydro-1H-pyrrolizin C(/C)=C/1\C[C@@H]2CCCN2C1